4-AMINO-5-METHYLHEXANOIC ACID NC(CCC(=O)O)C(C)C